O1CCC(=CC1)C1=NC(=NC(=C1)NC1=NNC(=C1)C)NC1C2CC3(CC(CC1C3)C2)O 4-[(4-(3,6-dihydro-2H-pyran-4-yl)-6-[(5-methyl-1H-pyrazol-3-yl)amino]pyrimidin-2-yl)amino]adamantan-1-ol